2-[[5-[3-(bis(2-hydroxyethyl)-methyl-ammonio)propoxy]-6-methoxy-1,3-benzothiazol-2-yl]methylcarbamoyl]-5,6-difluoro-indan-2-ylacetate OCC[N+](CCCOC=1C(=CC2=C(N=C(S2)CNC(=O)C2(CC3=CC(=C(C=C3C2)F)F)CC(=O)[O-])C1)OC)(C)CCO